3,3-bis(vinyloxymethyl)oxetane C(=C)OCC1(COC1)COC=C